aminooctyltrimethoxysilane NCCCCCCCC[Si](OC)(OC)OC